1,1-dimethylethyl chloroformate ClC(=O)OC(C)(C)C